C(C)O[C@H]1C[C@H](N(CC1)CC1=C2C=CNC2=C(C=C1OC)C)C1=CC=C(C(=O)N[C@@H](CCCNC(N)=N)C(=O)O)C=C1 (4-((2s,4r)-4-ethoxy-1-((5-methoxy-7-methyl-1H-indol-4-yl)methyl)piperidin-2-yl)benzoyl)arginine